1,1,1-trifluoro-propan-2-one Methyl-3-(2,2-dimethyl-1,3-dioxolan-4-ylidene)-2-oxo-propanoate Ethyl-3-(2,2-dimethyl-1,3-dioxolan-4-ylidene)-2-oxo-propanoate C(C)OC(C(C=C1OC(OC1)(C)C)=O)=O.COC(C(C=C1OC(OC1)(C)C)=O)=O.FC(C(C)=O)(F)F